tert-butyl (1-(4-ethoxy-5-((2-methyl-2H-indazol-5-yl)carbamoyl)pyrimidin-2-yl)pyrrolidin-3-yl)(methyl)carbamate C(C)OC1=NC(=NC=C1C(NC1=CC2=CN(N=C2C=C1)C)=O)N1CC(CC1)N(C(OC(C)(C)C)=O)C